Tert-butyl 2'-isopropyl-7'-oxo-6'-(2-oxo-2-(pyrimidin-2-ylamino)ethyl)-6',7'-dihydrospiro[cyclopropane-1,4'-pyrrolo[2,3-c]pyridine]-1'(5'H)-carboxylate C(C)(C)C1=CC2=C(C(N(CC23CC3)CC(NC3=NC=CC=N3)=O)=O)N1C(=O)OC(C)(C)C